NC=1N=C(C=C2C=C(N=CC12)NC=1C=NN(C1)[C@@H](C#N)C)C=1C=NC=CC1C (R)-2-(4-(8-amino-6-(4-methylpyridin-3-yl)-2,7-naphthyridin-3-ylamino)-1H-Pyrazol-1-yl)propionitrile